B([O-])([O-])B([O-])[O-].[Na+].[Na+].[Na+].[Na+] sodium hypoborate